ClC=1C=C2C(=NC(=NC2=C(C1C1=C(C=CC=C1O)F)F)OCC1CCN(CC1)C1CC1)N1CCN(CC1)C(C=C)=O 1-(4-(6-chloro-2-((1-cyclopropyl-piperidin-4-yl)methoxy)-8-fluoro-7-(2-fluoro-6-hydroxyphenyl)quinazolin-4-yl)piperazin-1-yl)prop-2-en-1-one